(R)-3,3-bis(4-(dimethylamino)phenyl)-2-methylpropionaldehyde CN(C1=CC=C(C=C1)C([C@H](C=O)C)C1=CC=C(C=C1)N(C)C)C